carbamic acid morpholin-3-ylmethyl ester N1C(COCC1)COC(N)=O